2,6-di(chloro methyl)-1,4-phenylene ether ClCC1=C2C(=CC(=C1)O2)CCl